N-[4-(4,4,5,5-tetramethyl-1,3,2-dioxaborolan-2-yl)phenyl]sulfonylacetamide CC1(OB(OC1(C)C)C1=CC=C(C=C1)S(=O)(=O)NC(C)=O)C